COC=1C=C(C=CC1OC)/C=C/C(=O)C=1N(C=CC1)C (E)-3-(3,4-dimethoxyphenyl)-1-(N-methyl-pyrrol-2-yl)prop-2-en-1-one